FC=1C=C(C=CC1)C1=NOC(=N1)[C@H](CC)N (1S)-1-[3-(3-fluorophenyl)-1,2,4-oxadiazol-5-yl]Propan-1-amine